CN(C1=CC=C(C=C1)C=CCC1C(C2=CC=CC=C2C1)=O)C p-dimethylaminophenylallyl-dihydroindenone